(1S,2S,3S,6R)-4-(fluoromethyl)-6-((4-methylphenethyl)amino)cyclohex-4-ene-1,2,3-triol FCC=1[C@@H]([C@@H]([C@H]([C@@H](C1)NCCC1=CC=C(C=C1)C)O)O)O